2-hexylene carbonate C1(OCCCCCCO1)=O